OC1=CC(=NC2=CC=CC=C12)C(=O)NC1=CC=CC=C1 4-hydroxy-N-phenylquinoline-2-carboxamide